ClC1=C(C=CC=C1)C(C#N)=C α-(chlorophenyl)acrylonitrile